3-((S)-2-Aminopropoxy)-1-(1-(5-(trifluoromethyl)pyrazin-2-yl)piperidin-4-yl)pyrrolidin-2-one N[C@H](COC1C(N(CC1)C1CCN(CC1)C1=NC=C(N=C1)C(F)(F)F)=O)C